diethyl (4-(2-methylbenzamido)naphthalen-1-yl)phosphonate CC1=C(C(=O)NC2=CC=C(C3=CC=CC=C23)P(OCC)(OCC)=O)C=CC=C1